ClC1=CC=C(C=C1)C1=NNCCC1C=1SC=CC1 3-(4-chlorophenyl)-4-(thiophene-2-yl)-1,4,5,6-tetrahydropyridazine